[4-methoxy-3-(1-methylpyrazol-3-yl)phenyl]methanone COC1=C(C=C(C=C1)C=O)C1=NN(C=C1)C